2'-oxo-4,5-dihydro-2H-spiro[furan-3,3'-indoline]-6'-carboxylic acid methyl ester COC(=O)C1=CC=C2C3(C(NC2=C1)=O)COCC3